NC1=C(C#N)C=CC=N1 aminonicotinonitrile